COC(=O)C=1N(N=C(C1N)C#N)C1=CC(=CC=C1)Cl 4-Amino-2-(3-chlorophenyl)-5-cyano-pyrazole-3-carboxylic acid methyl ester